tert-butyl 4-(N-(4-(4-morpholino-7-((2-(trimethylsilyl)ethoxy)methyl)-7H-pyrrolo[2,3-d]pyrimidin-6-yl)phenyl)sulfamoyl)piperazine-1-carboxylate O1CCN(CC1)C=1C2=C(N=CN1)N(C(=C2)C2=CC=C(C=C2)NS(=O)(=O)N2CCN(CC2)C(=O)OC(C)(C)C)COCC[Si](C)(C)C